piperazinium acetate C(C)(=O)[O-].[NH2+]1CCNCC1